5-methylisophthalonitrile CC=1C=C(C=C(C#N)C1)C#N